C(C)(C)(C)OC(=O)N1C[C@@H](CC1)[C@H](C(=O)O)CC1=CC(=CC=C1)C1=CC(=CC=C1)C[C@@H](C(=O)O)[C@H]1CN(CC1)C(=O)OC(C)(C)C (2R)-2-[(3S)-1-tert-Butoxycarbonylpyrrolidin-3-yl]-3-[3-[3-[(2R)-2-[(3S)-1-tert-butoxycarbonylpyrrolidin-3-yl]-2-carboxy-ethyl]phenyl]phenyl]propanoic acid